(5-((R)-1-(3,5-dichloropyridin-4-yl)ethoxy)-6-fluoro-1-(tetrahydro-2H-pyran-2-yl)-1H-indazol-3-yl)-2-(5-azaspiro[2.3]hexan-5-yl)nicotinonitrile ClC=1C=NC=C(C1[C@@H](C)OC=1C=C2C(=NN(C2=CC1F)C1OCCCC1)C1=NC(=C(C#N)C=C1)N1CC2(CC2)C1)Cl